N-(4-(5-(1-propenoyl-1,2,3,6-tetrahydropyridin-4-yl)-7H-pyrrolo[2,3-d]pyrimidin-4-yl)-2-fluorobenzyl)-4-cyclopropylbenzamide C(C=C)(=O)N1CCC(=CC1)C1=CNC=2N=CN=C(C21)C2=CC(=C(CNC(C1=CC=C(C=C1)C1CC1)=O)C=C2)F